(3,5-dimethoxyphenyl)methanol COC=1C=C(C=C(C1)OC)CO